C(CC)(=O)NC1=C(C=C(C(=O)NCCN(CC)CC)C=C1)Cl 4-propionylamino-3-chloro-N-[2-(diethylamino)ethyl]benzamide